C(CCCCCCC\C=C\CCCCCCCC)NC(C(CCCCCCCCCCCCCC)CCCCCCCCCCCC\C=C/CCCCCCCC)=O N-elaidyl-erucyl-palmitamide